(1,3)-benzonaphthyridine N1=CN=CC2=CC3=C(C=C12)C=CC=C3